C(CCC)OC1=CC=C(C=C1)OCCCC 1,4-bis(butyloxy)benzene